COC[C@H](C(N1C(C(N(C(C1([2H])[2H])([2H])[2H])C1=CC(=C(C=C1)[2H])OC(F)(F)F)([2H])[2H])([2H])[2H])=O)NC(C)=O (R)-N-(3-methoxy-1-oxo-1-(4-(3-(trifluoromethoxy)phenyl-4-d)piperazin-1-yl-2,2,3,3,5,5,6,6-d8)propan-2-yl)acetamide